OC1=C(C=C(C=C1)CCCOC(C(=C)C)=O)N1N=C2C(=N1)C=CC=C2 2-(2'-Hydroxy-5'-methacryloxypropylphenyl)benzotriazole